FC1CC(N(C1)C(=O)C12CC(C1)(C2)C(C2=CC=CC=C2)O)C2=CC(=CC=C2)F (4-Fluoro-2-(3-fluorophenyl)pyrrolidin-1-yl)(3-(hydroxy(phenyl)methyl)-bicyclo[1.1.1]pentan-1-yl)methanone